2-{[4-(5-chloropyridin-3-yl)-1-oxo-2,3-dihydro-1H-isoindol-2-yl]methyl}prop-2-enenitrile ClC=1C=C(C=NC1)C1=C2CN(C(C2=CC=C1)=O)CC(C#N)=C